C1(=C(C=CC=C1)N(C1=CC=C(C=C1)Cl)C1=CC=C(C=C1)C1=CC=CC=C1)C1=CC=CC=C1 biphenyl-2-yl-biphenyl-4-yl-(4-chlorophenyl)amine